C1(CC1)/C=C/C1=CC=C(S1)C(C)NC1=NC(=NC2=CC(=C(C=C12)OC)OC)C N-[1-{5-[(E)-2-cyclopropyl-ethenyl]thiophen-2-yl}ethyl]-6,7-dimethoxy-2-methylquinazolin-4-amine